COC=1C2=C(N=C(N1)NC1CC(C1)(C)C(=O)N1CCCC1)NC=C2C2=CC=1N(C=C2)N=CC1 ((1s,3s)-3-((4-methoxy-5-(pyrazolo[1,5-a]pyridin-5-yl)-7H-pyrrolo[2,3-d]pyrimidin-2-yl)amino)-1-methylcyclobutyl)(pyrrolidin-1-yl)methanone